silaindoline N1[SiH2]CC2=CC=CC=C12